C(CCCCCCCCCCCCC)OC(CNC([O-])=O)COCCCCCCCCCCCCCC (2,3-di(tetradecanoxy)propyl)carbamate